6-(4-chloro-3-fluoro-phenyl)-5-[5-[(3S)-1-(3-fluoropropyl)pyrrolidin-3-yl]oxopyrazin-2-yl]-8,9-dihydro-7H-benzo[7]annulen-2-ol ClC1=C(C=C(C=C1)C1=C(C2=C(CCC1)C=C(C=C2)O)C2N=CC(=NC2=O)[C@@H]2CN(CC2)CCCF)F